ClC=1C=C2C=CC(=NC2=CC1)C(=O)NN1CCC(CC1)C(=O)[O-] (6-chloroquinoline-2-carboxamido)piperidine-4-carboxylate